2-((1r,4r)-4-(2H-1,2,3-triazol-2-yl)cyclohexyl)-N-(imidazo[1,2-b]pyridazin-3-yl)-6-methoxy-2H-indazole-5-carboxamide N=1N(N=CC1)C1CCC(CC1)N1N=C2C=C(C(=CC2=C1)C(=O)NC1=CN=C2N1N=CC=C2)OC